BrC1=NOC(C1)C1=CC(=CC(=C1)C(F)(F)F)Cl 3-bromo-5-(3-chloro-5-(trifluoromethyl)phenyl)-4,5-dihydroisoxazole